2',4-dioxo-1',2'-dihydrospiro[cyclohexane-1,3'-pyrrolo[2,3-b]pyridine]-3-carboxylic acid ethyl ester C(C)OC(=O)C1CC2(C(NC3=NC=CC=C32)=O)CCC1=O